C(C)C1=C(C=2C=C3C(=C(C(=CC=4C(=C(C(=CC5=C(C(=C(N5)C=C1N2)CC)CC)N4)CC)CC)N3)CC)CC)CC.[Pd+2] palladium (II) octaethylporphyrin